2,6-difluoro-4-nitro-benzoic acid FC1=C(C(=O)O)C(=CC(=C1)[N+](=O)[O-])F